(hexafluoroisopropoxy)aluminum FC(C(C(F)(F)F)O[Al])(F)F